1-butyl-1-propylpyrrolidinium acetate C(C)(=O)[O-].C(CCC)[N+]1(CCCC1)CCC